N-([2,3'-bipyridin]-3-ylmethyl)-2-chloro-9-isopropyl-9H-purin-6-amine N1=C(C(=CC=C1)CNC1=C2N=CN(C2=NC(=N1)Cl)C(C)C)C=1C=NC=CC1